3-ethyl-7-((4-ethyl-3-oxopiperazin-1-yl)methyl)-1,5-naphthyridin-2(1H)-one C(C)C=1C(NC2=CC(=CN=C2C1)CN1CC(N(CC1)CC)=O)=O